C12CCC(C3C4C=CC(C13)C4)C2 1,2,3,4,4a,5,8,8a-octahydro-1,4:5,8-dimethanonaphthalene